FC1([C@@H]([C@H](CCC1)O[C@@H]1[C@@H](CN(CC1)C(C)C)F)N)F (1R,6S)-2,2-difluoro-6-{[(3R,4S)-3-fluoro-1-isopropylpiperidin-4-yl]oxy}cyclohexan-1-amine